trans-3-(5-(5-chloro-2-((1-methyl-1H-pyrazol-4-yl)amino)pyrimidin-4-yl)-3a-methylhexahydropyrrolo[3,4-c]pyrrol-2(1H)-yl)-3-oxopropanenitrile ClC=1C(=NC(=NC1)NC=1C=NN(C1)C)N1C[C@H]2[C@](C1)(CN(C2)C(CC#N)=O)C